5-dodecyloxy-5-oxo-2-(phosphonomethyl)pentanoic acid C(CCCCCCCCCCC)OC(CCC(C(=O)O)CP(=O)(O)O)=O